FC=1C=C2C(=NC1)N(N=C2B2OC(C(O2)(C)C)(C)C)C(C2=CC=CC=C2)(C2=CC=CC=C2)C2=CC=CC=C2 5-fluoro-3-(4,4,5,5-tetramethyl-1,3,2-dioxaborolan-2-yl)-1-trityl-1H-pyrazolo[3,4-b]Pyridine